N-((1R,3R,5S)-8-(((1R,3S,5S)-3-amino-8-azabicyclo[3.2.1]octan-8-yl)sulfonyl)-8-azabicyclo[3.2.1]octan-3-yl)-5-(oxetan-3-yl)isoxazole-3-carboxamide NC1C[C@H]2CC[C@@H](C1)N2S(=O)(=O)N2[C@H]1CC(C[C@@H]2CC1)NC(=O)C1=NOC(=C1)C1COC1